BrC=1C=CC(=C(C1)O)C1=NN=C(C2=CC=CC=C12)NC1CN(CCC1)C 5-bromo-2-(4-((1-methylpiperidin-3-yl)amino)phthalazin-1-yl)phenol